(2R)-2-({2-[4-bromo-2-(difluoromethoxy)phenyl][1,2,4]triazolo[1,5-c]quinazolin-5-yl}amino)butanamide BrC1=CC(=C(C=C1)C1=NN2C(=NC=3C=CC=CC3C2=N1)N[C@@H](C(=O)N)CC)OC(F)F